ethyl 2-[(2-bromo-3-fluoro-4-pyridyl) methyl]-3-oxo-butanoate BrC1=NC=CC(=C1F)CC(C(=O)OCC)C(C)=O